N[C@@H]1C2=CC=CC=C2CC12CCN(CC2)C=2NC(C1=C(N2)NN=C1C1=CC(C2=CC=CC=C12)(C)C)=O (S)-6-(1-amino-1,3-dihydrospiro[indene-2,4'-piperidin]-1'-yl)-3-(1,1-dimethyl-1H-inden-3-yl)-1,5-dihydro-4H-pyrazolo[3,4-d]pyrimidin-4-one